ClC1=CC=C(C=C1)[C@@H](CC)N1C[C@@H](N(C[C@H]1CC)C=1C2=C(N(C(N1)=O)C)N(N=N2)C[C@@H]2OCCC2)C 7-((2S,5R)-4-((R)-1-(4-chlorophenyl)propyl)-5-ethyl-2-methylpiperazin-1-yl)-4-methyl-3-(((R)-tetrahydrofuran-2-yl)methyl)-3,4-dihydro-5H-[1,2,3]triazolo[4,5-d]pyrimidin-5-one